methacrylic acid-ethoxyethyl ester C(C)OCCOC(C(=C)C)=O